C(CC=C)OCC(COCCC#C)O 1-(3-buten-1-oxy)-3-(3-butyn-1-oxy)-2-propanol